COC1=C(C=CC(=N1)C1=CC=C(N=N1)N(C1CC2CCC(C1)N2C(=O)OC(C)(C)C)C)C=2C=NN(C2)C tert-butyl 3-({6-[6-methoxy-5-(1-methylpyrazol-4-yl) pyridin-2-yl] pyridazin-3-yl} (methyl)amino)-8-azabicyclo[3.2.1]octane-8-carboxylate